(R)-4-chloro-N-(1-((2-fluorobenzyl)amino)-1-oxopropan-2-yl)butanamide ClCCCC(=O)N[C@@H](C(=O)NCC1=C(C=CC=C1)F)C